CC1=CN(C(=O)NC1=O)[C@H]2C[C@@H]([C@H](O2)COP(=O)(O)O)OP(=O)(O)OC[C@@H]3[C@H](C[C@@H](O3)N4C=CC(=NC4=O)N)OP(=O)(O)OC[C@@H]5[C@H](C[C@@H](O5)N6C=CC(=NC6=O)N)O.C1[C@@H]([C@H](O[C@H]1N2C=NC3=C(N=CN=C32)N)COP(=O)(O)O[C@H]4C[C@@H](O[C@@H]4COP(=O)(O)O[C@H]5C[C@@H](O[C@@H]5COP(=O)(O)O)N6C=NC7=C6N=C(NC7=O)N)N8C=NC9=C8N=C(NC9=O)N)O The molecule is a double-stranded DNA polynucleotide comprising in one strand a repeating sequence of one thymidine residue and and two deoxycytidine residues, with in a complementary strand a repeating sequence of two deoxyguanosine residues and one deoxyadenosine residue, all residues in each strand being connected by 3'->5' phosphodiester linkages. It contains a poly[d(TCC)] and a poly[d(GGA)].